C(C1=CC=CC=C1)OC(=O)C=1C=C2C(NC(C2=CC1)=O)=O 1,3-dioxoisoindole-5-carboxylic acid benzyl ester